BrC=1C=C2C(=NC=NC2=C(C1)Br)Cl 6,8-dibromo-4-chloro-quinazoline